C(C1=CC=CC=C1)O[C@H]1[C@](O[C@@H]([C@H]1OCC1=CC=CC=C1)COCC1=CC=CC=C1)(O)C1CN=C2C(=NC(=NN21)Cl)N[C@H]2CCC1=CC=CC=C21 (2S,3R,4R,5R)-3,4-bis(benzyloxy)-5-[(benzyloxy)methyl]-2-{2-chloro-4-[(1S)-2,3-dihydro-1H-inden-1-ylamino]-6H,7H-imidazo[2,1-f][1,2,4]triazin-7-yl}oxolan-2-ol